C(C)(C)NC=1N=C(C2=C(N1)N=CC=C2)NCC=2C(=NC=CC2)C(F)(F)F N2-isopropyl-N4-((2-(trifluoromethyl)pyridin-3-yl)methyl)pyrido[2,3-d]pyrimidine-2,4-diamine